(S)-5-((5-oxaspiro(3.4)oct-7-yl)methoxy)-1,3,4-thiadiazol-2-amine C1CCC12OC[C@H](C2)COC2=NN=C(S2)N